N1(CCCCC1)C1CCNCC1 4-(1-piperidyl)piperidine